3-[(E)-3-(4-Hydroxyphenyl)-3-oxoprop-1-enyl]benzoic acid OC1=CC=C(C=C1)C(/C=C/C=1C=C(C(=O)O)C=CC1)=O